CNC(C1=NC=C(C=C1)C1=CC2=C(C(CO2)NC)C=C1)=O N-methyl-5-(3-(methylamino)-2,3-dihydrobenzofuran-6-yl)picolinamide